(Pyrrolopyrimidinyl)methanol N1C(=NC=C2C1=CC=N2)CO